N[C@H](C(=O)O)C1=CC(=CC=C1)OC(F)(F)F (S)-2-amino-2-(3-(trifluoromethoxy)phenyl)acetic acid